O(S(=O)(=O)C(F)(F)F)C1=NC=C(C2=CN=C(C=C12)Cl)Br 4-bromo-7-chloro-2,6-naphthyridin-1-yl triflate